7-(8-Ethyl-7-fluoro-3-((triisopropylsilyl)oxy)naphthalen-1-yl)-8-fluoro-4-((S)-1-oxa-6-azaspiro[3.5]nonan-6-yl)pyrido[4,3-d]pyrimidin C(C)C=1C(=CC=C2C=C(C=C(C12)C1=C(C=2N=CN=C(C2C=N1)N1C[C@@]2(CCO2)CCC1)F)O[Si](C(C)C)(C(C)C)C(C)C)F